CN1C(=NC=C1N1[C@H]([C@H](CC1)NS(=O)(=O)C)CO[C@@H]1CC[C@@H](CC1)C1=CC=CC=C1)C N-((2R,3S)-1-(1,2-dimethyl-1H-imidazol-5-yl)-2-((((CIS)-4-phenylcyclohexyl)oxy)methyl)pyrrolidin-3-yl)methanesulfonamide